(S)-3-(1-cyclopropyl-3-methoxy-3-oxopropyl)phenyl 2'-fluoro-5'-methoxy-[1,1'-biphenyl]-4-carboxylate FC1=C(C=C(C=C1)OC)C1=CC=C(C=C1)C(=O)OC1=CC(=CC=C1)[C@@H](CC(=O)OC)C1CC1